N-[4-(3-cyanophenyl)-5-(2,6-dimethyl-4-pyridinyl)thiazol-2-yl]-3-oxo-piperazine-1-carboxamide C(#N)C=1C=C(C=CC1)C=1N=C(SC1C1=CC(=NC(=C1)C)C)NC(=O)N1CC(NCC1)=O